FC([C@H]1N(C(OC1)=O)C=1N=C2N(CCOC3=C2C=CC(=C3)N3[C@@H](CC3)C(=O)N)C1)F (S)-1-(2-((S)-4-(difluoromethyl)-2-oxooxazolidin-3-yl)-5,6-dihydrobenzo[f]imidazo[1,2-d][1,4]oxazepin-9-yl)azetidine-2-carboxamide